C(CCCC)C1=C(C=CC=C1)OC(NC1=CC=CC=C1)=O N-phenylcarbamic acid (pentylphenyl) ester